methyl 3-(5-chloro-2-iodo-1H-pyrrolo[3,2-b]pyridin-3-yl)-2,2-dimethylpropanoate ClC1=CC=C2C(=N1)C(=C(N2)I)CC(C(=O)OC)(C)C